CC=1C(=NC=CC1)SC1=C(C#N)C=CN=C1 3-[(3-methylpyridin-2-yl)sulfanyl]isonicotinonitrile